methyl 4-(((tert-butoxycarbonyl)(cyclopropyl)amino)methyl)benzoate C(C)(C)(C)OC(=O)N(C1CC1)CC1=CC=C(C(=O)OC)C=C1